CC(C)(C)S(=O)/N=C/C1=NC2=CC=CC=C2N=C1 (E)-2-methyl-N-(quinoxalin-2-ylmethylene)propane-2-sulfinamide